7-((2S,5R)-2,5-diethyl-4-(4-(trifluoromethoxy)benzyl)piperazin-1-yl)-4-methyl-2-(prop-1-en-2-yl)-2,4-dihydro-5H-pyrazolo[4,3-b]pyridin-5-one C(C)[C@@H]1N(C[C@H](N(C1)CC1=CC=C(C=C1)OC(F)(F)F)CC)C=1C=2C(N(C(C1)=O)C)=CN(N2)C(=C)C